FC=1C(=NC(=C(C1)F)OCC=1C=CC2=CN(N=C2C1)C)N1CCC2(CC2C2=NC3=C(N2C[C@H]2OCC2)C=C(C=C3)C(=O)O)CC1 2-(6-(3,5-difluoro-6-((2-methyl-2H-indazol-6-yl)methoxy)pyridin-2-yl)-6-azaspiro[2.5]oct-1-yl)-1-((S)-oxetan-2-ylmethyl)-1H-benzo[d]imidazole-6-carboxylic acid